(S)-ethyl-3-hydroxybutyrate C(C)OC(C[C@H](C)O)=O